(1S,2R)-N-(7-chloro-6-(1-((3R,4R)-4-hydroxytetrahydrofuran-3-yl)piperidin-4-yl)isoquinolin-3-yl)-5-oxaspiro[2.4]heptane-1-carboxamide ClC1=C(C=C2C=C(N=CC2=C1)NC(=O)[C@H]1CC12COCC2)C2CCN(CC2)[C@@H]2COC[C@@H]2O